NC1=NC(=C(C(=N1)N)C#N)NC(C)C=1C(=NC2=CC(=CC=C2C1)F)C1=CC=CC=C1 2,4-Diamino-6-[1-(7-fluoro-2-phenyl-quinolin-3-yl)-ethylamino]-pyrimidine-5-carbonitrile